diethylbenzene-1,2-dicarboxylate C(C)OC(=O)C=1C(=CC=CC1)C(=O)OCC